C(C)N(CC(=O)NC)C1=C(C=CC=C1)C=O 2-[ETHYL(2-FORMYLPHENYL)AMINO]-N-METHYLACETAMIDE